NC1=CC(=C(OC2=CC=C(C=C2)OC2=C(C=C(C=C2)N)C)C=C1)C 1,4-bis(4-amino-2-methylphenoxy)benzene